C(C1=CC=CC=C1)OC(=O)NCCOCCOCCN1CCN(CC1)CCOCCC(=O)OC(C)(C)C tert-butyl 3-[2-[4-[2-[2-[2-(benzyloxycarbonylamino)ethoxy]ethoxy]ethyl]piperazin-1-yl]ethoxy]propanoate